5-(5-((6-fluoro-3-methyl-4-oxo-4,5-dihydropyrazolo[1,5-a]quinoxalin-7-yl)methyl)-4,5,6,7-tetrahydro-1H-pyrazolo[4,3-c]pyridin-1-yl)-N-methylpicolinamide FC1=C2NC(C=3N(C2=CC=C1CN1CC2=C(CC1)N(N=C2)C=2C=CC(=NC2)C(=O)NC)N=CC3C)=O